Ethyl 4-bromo-1-(4,4-difluoropiperidin-1-yl)-6,7-dihydro-5H-cyclopenta[c]pyridine-3-carboxylate BrC=1C2=C(C(=NC1C(=O)OCC)N1CCC(CC1)(F)F)CCC2